NC[C@](CC1=CC=C(C=C1)C=1C=NNC1)(C1=CC=C(C=C1)Cl)O (alphaS)-alpha-(aminomethyl)-alpha-(4-chlorophenyl)-4-(1H-pyrazol-4-yl)phenethyl alcohol